COC1=C(C=CC(=C1)COC(C)CCC(C)C)O 2-methoxy-4-(((5-methylhexan-2-yl)oxy)methyl)phenol